tert-butyl 8-((3-(2,6-dioxopiperidin-3-yl)-1-methyl-1H-indazol-7-yl)amino)-2-azaspiro[4.5]decane-2-carboxylate O=C1NC(CCC1C1=NN(C2=C(C=CC=C12)NC1CCC2(CCN(C2)C(=O)OC(C)(C)C)CC1)C)=O